4-((3-bromo-5-(3-hydroxyoxetan-3-yl)phenyl)amino)butanoic acid ethyl ester C(C)OC(CCCNC1=CC(=CC(=C1)C1(COC1)O)Br)=O